4-methyl-2-pentenal CC(C=CC=O)C